C1(CC1)C=1C=C(C(=NC1C1=CC=C(C=C1)F)OCC)CN1CCC2(CN(C(O2)=O)C2=CC=C(C=C2)P(O)(O)=O)CC1 [4-[8-[[5-cyclopropyl-2-ethoxy-6-(4-fluorophenyl)-3-pyridyl]methyl]-2-oxo-1-oxa-3,8-diazaspiro[4.5]decan-3-yl]phenyl]phosphonic acid